5-((1-(2-(isopropylamino)-2-oxoethyl)piperidin-4-yl)oxy)-N-methyl-7-(trifluoromethyl)thieno[3,2-b]pyridine-3-carboxamide C(C)(C)NC(CN1CCC(CC1)OC1=CC(=C2C(=N1)C(=CS2)C(=O)NC)C(F)(F)F)=O